ClC=1C(=NC=CC1)N1N=C(C=C1C(=O)NC1=C(C=C2C=NNC2=C1C(=O)N)C)CN1N=C(N=N1)C(F)(F)F 6-[[2-(3-chloro-2-pyridyl)-5-[[5-(trifluoromethyl)tetrazol-2-yl]methyl]pyrazole-3-carbonyl]amino]-5-methyl-1H-indazole-7-carboxamide